methyl (2S,5S)-1-acetyl-5-hydroxy-piperidine-2-carboxylate C(C)(=O)N1[C@@H](CC[C@@H](C1)O)C(=O)OC